Pyridine-3-acetic acid ethyl ester C(C)OC(CC=1C=NC=CC1)=O